COC1=CC=C(CSC=2C3=C(NC2)C=CO3)C=C1 6-((4-methoxybenzyl)thio)-4H-furo[3,2-b]pyrrole